(2R,4S)-2-methylpiperidin-4-ol C[C@H]1NCC[C@@H](C1)O